BrC=1C=C(C(=NC1)N1CC(C1)N1CCCC1)[N+](=O)[O-] 5-Bromo-3-nitro-2-(3-(pyrrolidin-1-yl)azetidin-1-yl)pyridine